4-chlorodichlorostyrene ClC1=CC=C(C=C(Cl)Cl)C=C1